C(=CC)[Mg]Br n-propenyl-magnesium bromide